[Si](C1=CC=CC=C1)(C1=CC=CC=C1)(C(C)(C)C)OC[C@H]1[C@@H](C1)[C@H](C)N[S@](=O)C(C)(C)C (R)-N-[(1S)-1-[(1R,2R)-2-[[tert-butyl(diphenyl)silyl]oxymethyl]cyclopropyl]ethyl]-2-methyl-propane-2-sulfinamide